2-(2-cyano-7-(4-cyanophenyl)isoindolin-5-yl)-2-(dimethylamino)acetamide C(#N)N1CC2=C(C=C(C=C2C1)C(C(=O)N)N(C)C)C1=CC=C(C=C1)C#N